FC1=C(C(=C(C(=C1F)F)F)F)OC(CCCC(NCCOCCOCCOCCOC)=O)=O 15-oxo-2,5,8,11-tetraoxa-14-azanonadecan-19-oic acid perfluorophenyl ester